ClC1=CC=C2C(=N1)N=C(O2)N2CCN(CC2)C(=O)C2=CC(=C(C=C2)C=2OC(=NN2)C(CF)(C)C)F [4-(5-Chlorooxazolo[4,5-b]pyridin-2-yl)piperazin-1-yl]-[3-fluoro-4-[5-(2-fluoro-1,1-dimethyl-ethyl)-1,3,4-oxadiazol-2-yl]phenyl]methanone